FC1(CCN(CC1)C1=NC(=CC(=N1)C=1C(=C(C(=O)N)C=CC1I)N1CCC2(CC2)CC1)C)F (2-(4,4-difluoropiperidin-1-yl)-6-methylpyrimidin-4-yl)-4-iodo-2-(6-azaspiro[2.5]octan-6-yl)benzamide